(S)-11-(aminomethyl)-4-ethyl-8-fluoro-4-hydroxy-9-methyl-1,12-dihydro-14H-pyrano[3',4':6,7]indolizino[1,2-b]quinoline-3,14(4H)-dione NCC1=C2C(=NC=3C=C(C(=CC13)C)F)C1=CC3=C(C(N1C2)=O)COC([C@]3(O)CC)=O